{3-[di(ethoxymethyl)amino]propyl}trimethoxysilane C(C)OCN(CCC[Si](OC)(OC)OC)COCC